2-ethyl-1,3-octanediol C(C)C(CO)C(CCCCC)O